COCCCN(C1=CC=CC(=N1)S(=O)(=O)NC(=O)C=1C(=NC=CC1)N1C(CC(C1)C)(C)C)C N-[[6-[3-methoxypropyl(methyl)amino]-2-pyridyl]sulfonyl]-2-(2,2,4-trimethylpyrrolidin-1-yl)pyridine-3-carboxamide